N-((R)-1-(2-methyl-3-(trifluoromethyl)phenyl)ethyl)-4-(((S)-1-methylpyrrolidin-3-yl)amino)-6-oxo-1-(tetrahydro-2H-pyran-4-yl)-1,6-dihydropyridine-3-carboxamide CC1=C(C=CC=C1C(F)(F)F)[C@@H](C)NC(=O)C1=CN(C(C=C1N[C@@H]1CN(CC1)C)=O)C1CCOCC1